[Cl-].C[NH+](C)C1=CC=CC=C1 N,N-dimethylphenylammonium chloride